B(C1=CC(=CC=C1)C(=O)NCC2=CC=CC=C2)(O)O 3-(N-benzylaminocarbonyl)phenylboronic acid